(+/-)-2,2'-bis(diphenylphosphino)1,1'-binaphthyloleoyl-2-stearoyl-sn-glycero-3-phosphocholine C1(=CC=CC=C1)P(C1(C(=C2C=CC=CC2=CC1)C1=C(C=CC2=CC=CC=C12)P(C1=CC=CC=C1)C1=CC=CC=C1)CCCCCCCC\C=C/CCCCCCCC(=O)C(OP(OC[C@@H](CO)OC(CCCCCCCCCCCCCCCCC)=O)(=O)[O-])C[N+](C)(C)C)C1=CC=CC=C1